ClC=1C=C(C(=O)N2CC=3N(CC2)C(N(C3C3=CC=CC=C3)C3=CC=C(C=C3)OC)=O)C=CC1Cl 7-(3,4-dichlorobenzoyl)-2-(4-methoxyphenyl)-1-phenyl-6,8-dihydro-5H-imidazo[1,5-a]pyrazin-3-one